CC(=O)NC1=C(C=CC(=C1)N)Cl N-(5-amino-2-chlorophenyl)acetamide